6-(4-bromo-2-fluorobenzoyl)cyclohex-3-ene-1-carboxylate BrC1=CC(=C(C(=O)C2CC=CCC2C(=O)[O-])C=C1)F